2-methylheptadecan-9-yl (Z)-6-(4-(2-((3-(dimethylamino)propanoyl)oxy)ethyl)-6-(hexadec-7-en-1-yl)morpholin-2-yl)hexanoate CN(CCC(=O)OCCN1CC(OC(C1)CCCCCC\C=C/CCCCCCCC)CCCCCC(=O)OC(CCCCCCC(C)C)CCCCCCCC)C